N-hexyl-ethylenediamine C(CCCCC)NCCN